C(C)(C)(C)OC(=O)CN1CCN(CCN(CCN(CC1)CC(=O)OC(C)(C)C)CC(=O)OC(C)(C)C)CC(=O)NCCC(=O)O 3-({[4,7,10-tris(tert-butoxycarbonylmethyl)-1,4,7,10-tetraaza-1-cyclododecyl]methyl}carbonylamino)propanoic acid